N1=CN=CC=2C(CC=CC12)=O Quinazolin-5(6H)-One